8,8'-(((1S,2S)-2-hydroxycyclobut-yl)azanediyl)bis-(N,N-didecyloctan-amide) O[C@@H]1[C@H](CC1)N(CCCCCCCC(=O)N(CCCCCCCCCC)CCCCCCCCCC)CCCCCCCC(=O)N(CCCCCCCCCC)CCCCCCCCCC